ethyl (6R)-6-(methoxymethyl)-6-methyl-1,4,5,7-tetrahydroindazole-3-carboxylate COC[C@@]1(CCC=2C(=NNC2C1)C(=O)OCC)C